5-(2-(4-methylpiperazin-1-yl)pyridin-4-yl)-3-(3-(pyridin-3-yl)pyrazolo[1,5-a]pyridin-5-yl)-1H-pyrrolo[2,3-b]pyridine CN1CCN(CC1)C1=NC=CC(=C1)C=1C=C2C(=NC1)NC=C2C2=CC=1N(C=C2)N=CC1C=1C=NC=CC1